CC1=NOC(=C1[N+](=O)[O-])C1C(C(=NN1C1=CC=CC=C1)C1=CC=CC=C1)C1=CC=C(C=C1)[N+](=O)[O-] 3-methyl-4-nitro-5-(4-(4-nitrophenyl)-1,3-diphenyl-4,5-dihydro-1H-pyrazol-5-yl)isoxazole